FC=1C=C(C=CC1C=1C=NC(=CC1)C=1N=NN(N1)C)N1C(O[C@@H](C1)C(CC)O)=O (S)-3-(3-fluoro-4-(6-(2-methyl-2H-tetrazol-5-yl)pyridin-3-yl)phenyl)-5-(1-hydroxypropyl)oxazolidin-2-one